{[5-(2,3-Dihydro-benzo[1,4]dioxin-6-yl)-3-hydroxy-pyridine-2-carbonyl]-amino}-acetic acid O1CCOC2=C1C=CC(=C2)C=2C=C(C(=NC2)C(=O)NCC(=O)O)O